tert-butyl N-[[7-[5-(1-chloro-2-naphthyl)-1-methyl-pyrazol-4-yl]-4-oxo-3H-phthalazin-1-yl]methyl]carbamate ClC1=C(C=CC2=CC=CC=C12)C1=C(C=NN1C)C1=CC=C2C(NN=C(C2=C1)CNC(OC(C)(C)C)=O)=O